O[C@H]1[C@H](O[C@@]2([C@@H](CCO2)NC(C(C)C2=CC=CC=C2)=O)[C@@H]([C@H]1N1N=NC(=C1)C1=CC(=C(C(=C1)F)F)F)O)CO N-((4r,5s,7r,8r,9s,10r)-8,10-dihydroxy-7-(hydroxymethyl)-9-(4-(3,4,5-trifluorophenyl)-1H-1,2,3-triazol-1-yl)-1,6-dioxaspiro[4.5]dec-4-yl)-2-phenylpropionamide